ClC1=CC=C(OCC2=NN(C=3CN(CCC32)CC3=NC2=CC=CC=C2C(N3C3=C(C=CC(=C3)C(F)(F)F)OC(C)C)=O)C)C=C1 2-((3-((4-chlorophenoxy)methyl)-1-methyl-1,4,5,7-tetrahydro-6H-pyrazolo[3,4-c]pyridin-6-yl)methyl)-3-(2-isopropoxy-5-(trifluoromethyl)phenyl)quinazolin-4(3H)-one